trans-4-[(5-cyanoindazol-2-yl)methyl]cyclohexanecarboxylic acid C(#N)C1=CC2=CN(N=C2C=C1)C[C@@H]1CC[C@H](CC1)C(=O)O